N,N-dimethyl-2-(4-(pyrazolo[1,5-a]pyridin-6-yl)-1H-imidazol-1-yl)ethan-1-amine CN(CCN1C=NC(=C1)C=1C=CC=2N(C1)N=CC2)C